S1C(=CC=C1/C=C/C=1C=CC=2N(C3=CC=C(C=C3C2C1)C(C)(C)C)CCCCP(O)(O)=O)/C=C/C=1C=CC=2N(C3=CC=C(C=C3C2C1)C(C)(C)C)CCCCP(O)(O)=O ((((1E,1'E)-thiophene-2,5-diylbis(ethene-2,1-diyl))bis(6-(tert-butyl)-9H-carbazole-3,9-diyl))bis(butane-4,1-diyl))bis(phosphonic acid)